5-bromo-2-(4-fluoro-2-methyl-phenoxy)-4-methyl-pyridine-3-carboxylic acid BrC=1C(=C(C(=NC1)OC1=C(C=C(C=C1)F)C)C(=O)O)C